FC(C(=O)O)(F)F.FC(C(=O)O)(F)F.N[C@H]1CN(CCC1)C=1C(=CC(=NC1)C1=CC(=C(C=C1)OC)F)CC1=CN=C2N1C=CN=C2N (R)-3-((5-(3-aminopiperidin-1-yl)-2-(3-fluoro-4-methoxyphenyl)pyridin-4-yl)methyl)imidazo[1,2-a]pyrazin-8-amine bis(2,2,2-trifluoroacetate)